NC1CCN(CC1)C1=C(C=NC2=CC=C(C=C12)C=1C(=C(C#N)C=C(C1F)F)O)C1=CC(=CC(=C1)C)F 3-[4-(4-aminopiperidin-1-yl)-3-(3-fluoro-5-methylphenyl)quinolin-6-yl]-4,5-difluoro-2-hydroxybenzonitrile